N1CCC2=C(C=CC=C12)CN1C(C2=CC=C(C=C2C=N1)S(=O)(=O)C1=CC=C(C=C1)OC)=O 2-(indolin-4-ylmethyl)-6-((4-methoxyphenyl)sulfonyl)phthalazin-1(2H)-one